ClC=1C=C2C=C(NC2=CC1)C(=O)NC(C(=O)N1CC(CC1)(F)F)CC=1N=CNC1C 5-chloro-N-(1-(3,3-difluoropyrrolidin-1-yl)-3-(5-methyl-1H-imidazol-4-yl)-1-oxopropan-2-yl)-1H-indole-2-carboxamide